(piperazin-1-yl)-hexahydro-1H-indolizin N1(CCNCC1)C1CCN2CCCCC12